ClC=1C(=C(C=CC1F)N(C(=O)[C@H]1N(C(N(C1)C(=O)OC(C)(C)C)=O)C1=CC(=C2C(=N1)CCC2O)C(F)(F)F)C)F Tert-butyl (4S)-4-((3-chloro-2,4-difluorophenyl)(methyl)carbamoyl)-3-(5-hydroxyl-4-(trifluoromethyl)-6,7-dihydro-5H-cyclopenta[b]pyridin-2-yl)-2-oxoimidazolidine-1-carboxylate